[Co].[Cu].[Mg].[Ca] calcium magnesium copper cobalt